6-(4-cyclopropyl-6-methoxy-pyrimidin-5-yl)-1-[[5-methyl-2-(trifluoromethyl)-6,7-dihydro-5H-imidazo[2,1-a][2]benzazepin-9-yl]methyl]-3H-isothiazolo[3,4-d]pyrimidine 2,2-dioxide C1(CC1)C1=NC=NC(=C1C1=NC=C2C(=N1)N(S(C2)(=O)=O)CC=2C=CC1=C(CCC(N3C1=NC(=C3)C(F)(F)F)C)C2)OC